Cl.C1(CCCCC1)NC1=CC=C(C=C1)CN[C@@H]1C[C@@H](CCC1)NC=1C2=C(N=CN1)SC(=C2)CC(F)(F)F (1S,3R)-N1-{[4-(cyclohexylamino)phenyl]methyl}-N3-[6-(2,2,2-trifluoroethyl)thieno[2,3-d]pyrimidin-4-yl]cyclohexane-1,3-diamine hydrochloride